4-((S)-6-((tert-butyldiphenylsilyl)oxy)-6-methyl-1,4-oxazepan-4-yl)-6-((S)-1-((2S,4R)-1-(ethyl-d5)-4-fluoropyrrolidin-2-yl)ethoxy)-1,3,5-triazine-2-carbonitrile [Si](C1=CC=CC=C1)(C1=CC=CC=C1)(C(C)(C)C)O[C@]1(CN(CCOC1)C1=NC(=NC(=N1)O[C@@H](C)[C@H]1N(C[C@@H](C1)F)C(C([2H])([2H])[2H])([2H])[2H])C#N)C